N-[2-(3,5-dimethyl-2-oxo-1,2-dihydropyridin-1-yl)-3-{[(CIS)-4-phenylcyclohexyl]oxy}propyl]methane-sulfonamide CC=1C(N(C=C(C1)C)C(CNS(=O)(=O)C)CO[C@@H]1CC[C@@H](CC1)C1=CC=CC=C1)=O